CN(C1CCN(CC1)C=1C=NC(=CC1)[N+](=O)[O-])C N,N-Dimethyl-1-(6-nitropyridin-3-yl)piperidin-4-amine